C(C1=CC=CC=C1)N1N=NC(=C1)C(C=1N=NN(C1)CC1=CC=CC=C1)(C=1N=NN(C1)CC1=CC=CC=C1)N tris(benzyl-1H-1,2,3-triazol-4-yl)methylamine